4-(3-chlorophenyl)-2-(3-thienyl)imidazole ClC=1C=C(C=CC1)C=1N=C(NC1)C1=CSC=C1